[1,1'-bis(diphenylphosphino)-ferrocene] palladium (II) dichloride [Pd](Cl)Cl.C1(=CC=CC=C1)P([C-]1C=CC=C1)C1=CC=CC=C1.[C-]1(C=CC=C1)P(C1=CC=CC=C1)C1=CC=CC=C1.[Fe+2]